N-(3-((6-((4-(4-methylpiperazin-1-yl)phenyl)amino)-1H-pyrazolo[3,4-d]pyrimidin-1-yl)methyl)phenyl)but-2-enamide CN1CCN(CC1)C1=CC=C(C=C1)NC1=NC=C2C(=N1)N(N=C2)CC=2C=C(C=CC2)NC(C=CC)=O